4-(4-((1R,5S)-3,8-diazabicyclo[3.2.1]octan-3-yl)-6-ethyl-8-fluoro-2-(((S)-1-methylpyrrolidin-2-yl)methoxy)quinazolin-7-yl)naphthalen-2-ol [C@H]12CN(C[C@H](CC1)N2)C2=NC(=NC1=C(C(=C(C=C21)CC)C2=CC(=CC1=CC=CC=C21)O)F)OC[C@H]2N(CCC2)C